ClC1([C@H]([C@@H]1C1=CC(=C(C(=C1)Cl)Cl)Cl)C(=O)NC1=C(C(=C(C=C1)F)NC(C(C(C(F)(F)F)(F)F)(F)F)=O)F)Cl (1R,3R)-2,2-Dichloro-N-(2,4-difluoro-3-(2,2,3,3,4,4,4-heptafluorobutanamido)phenyl)-3-(3,4,5-trichlorophenyl)cyclopropane-1-carboxamide